OC[C@]1([C@@H](O)[C@H](O)[C@H](O1)CO)N[C@@H](CC(C)C)C(=O)O alpha-fructosyl-leucine